2-((2-Ethyl-6-fluoro-5-(4-(2-(3-hydroxy-azetidin-1-yl-3-d)-oxoethyl)piperazine-1-yl)pyrazolo[1,5-a]pyridin-3-yl)(methyl-d3)amino)-4-(4-fluorophenyl)thiazole-5-carbonitrile C(C)C1=NN2C(C=C(C(=C2)F)N2CCN(CC2)CC(N2CC(C2)([2H])O)=O)=C1N(C=1SC(=C(N1)C1=CC=C(C=C1)F)C#N)C([2H])([2H])[2H]